Tert-butyl (3R)-3-[(2-chloroacetyl) amino]piperidine-1-carboxylate ClCC(=O)N[C@H]1CN(CCC1)C(=O)OC(C)(C)C